CC1CCC(CC1)N1N=CC(=C1)C1=CN(C2=NC=C(N=C21)C2=CC(=CC(=C2)S(=O)(=O)NC)N2[C@@H](CCC2)C)C(=O)OC(C)(C)C tert-butyl (R)-7-(1-(4-methylcyclohexyl)-1H-pyrazol-4-yl)-2-(3-(2-methylpyrrolidin-1-yl)-5-(N-methylaminosulfonyl) phenyl)-5H-pyrrolo[2,3-b]pyrazine-5-carboxylate